2-(cyclopropylmethyl)-8-(trifluoromethyl)-4,5-dihydro-2H-furo[2,3-g]indazole-7-carboxylic acid ethyl ester C(C)OC(=O)C1=C(C2=C(CCC3=CN(N=C23)CC2CC2)O1)C(F)(F)F